(2S,3S)-2-((((9H-fluoren-9-yl)methoxy)carbonyl)amino)-3-acetamidobutanoic acid C1=CC=CC=2C3=CC=CC=C3C(C12)COC(=O)N[C@H](C(=O)O)[C@H](C)NC(C)=O